C(C)(C)(C)OC(=O)N1C[C@H](OCC1)CC(=O)OCC1=CC=CC=C1 (2R)-2-[2-(phenylmethyloxy)-2-oxoethyl]morpholine-4-carboxylic acid tert-butyl ester